CS(=O)(=O)C[C@H](O)C1=CC=C(C=C1)OC R-2-methylsulfonyl-1-(4-methoxyphenyl)ethanol